FC1=CC(=CC=2N(C(=NC21)C)C(C)C)C2=CNC=1N=C(N=CC12)NCCC(F)(F)F 5-(4-fluoro-1-isopropyl-2-methyl-1H-benzo[d]imidazol-6-yl)-N-(3,3,3-trifluoropropyl)-7H-pyrrolo[2,3-d]pyrimidin-2-amine